BrC=1C(=NC(=CC1)C(F)F)OC 3-bromo-6-(difluoromethyl)-2-methoxy-pyridine